CCCCCCCCCCCCCCCCCCCCCCCCCCC(=O)N[C@@H](CO[C@H]1[C@@H]([C@H]([C@@H]([C@H](O1)CO)O)O)O)[C@@H](/C=C/CCCCCCCCCC(C)C)O The molecule is an N-acyl-1-O-beta-D-glucosyl-15-methylhexadecasphing-4-enine in which the acyl group has 27 carbons and 0 double bonds. It derives from a 15-methylhexadecasphing-4-enine.